7-(trinitromethyl)pyrazolo[5,1-c][1,2,4]triazin-4-amine [N+](=O)([O-])C(C1=NN2C(N=NC=C2N)=C1)([N+](=O)[O-])[N+](=O)[O-]